C(C1=CC=CC=C1)OC(=O)N1CCC(CC1)OCCCO 4-(3-hydroxypropoxy)piperidine-1-carboxylic acid benzyl ester